[Na+].C(C)[Hg]SC1=C(C(=O)[O-])C=CC=C1 2-(Ethylmercuriomercapto)benzoic acid sodium salt